CC=1C(=NC=CC1)C1=C(C(=C(C(=C1C(=O)O)C1=NC=CC=C1C)C(=O)O)C1=NC=CC=C1C)C(=O)O tris(3-methylpyridyl)trimesic acid